ClC1=C(C2=C(NC(O[C@@]23CN(CCC3)C(=O)C=3C=NN(C3)CC3=CN=C2N3C=CC=C2)=O)C=C1)F (R)-6-Chloro-5-fluoro-1'-(1-(imidazo[1,2-a]pyridin-3-ylmethyl)-1H-pyrazole-4-carbonyl)spiro[benzo[d][1,3]oxazine-4,3'-piperidin]-2(1H)-one